2-((2-(furan-3-yl)quinazolin-4-yl)amino)ethan-1-ol O1C=C(C=C1)C1=NC2=CC=CC=C2C(=N1)NCCO